Methyl (4R)-2-(2-chloroethyl)-4-fluoropyrrolidine-2-carboxylate ClCCC1(NC[C@@H](C1)F)C(=O)OC